(8S,11R,13S,14S,17R)-17-acetyl-13-methyl-11-(4-(methyl(6-oxohexyl)amino)phenyl)-3-oxo-2,3,6,7,8,11,12,13,14,15,16,17-dodecahydro-1H-cyclopenta[a]phenanthren C(C)(=O)[C@@H]1CC[C@H]2[C@@H]3CCC4=CC(CCC4=C3[C@H](C[C@]12C)C1=CC=C(C=C1)N(CCCCCC=O)C)=O